N=1C=C(N2C1C=CC=C2)C(=O)N2C(C1=C(CC2)C(=CS1)C(=O)NC1=CC(=CC(=C1)C(F)(F)F)N1C=NC(=C1)C)C 6-(Imidazo[1,2-a]pyridin-3-carbonyl)-7-methyl-N-(3-(4-methyl-1H-imidazol-1-yl)-5-(trifluoromethyl)phenyl)-4,5,6,7-tetrahydrothieno[2,3-c]pyridin-3-carboxamid